N1CCC(CC1)C=1N=C(C2=C(N1)SC(=C2)CC(F)(F)F)N (piperidin-4-yl)-6-(2,2,2-trifluoroethyl)thieno[2,3-d]pyrimidin-4-amine